FC=1C=CC(=C(C(=O)O)C1)[Se]C1=NC(=CC(=N1)OC)OC 5-fluoro-2-((4,6-dimethoxypyrimidin-2-yl)seleno)benzoic acid